COCS(=O)(=O)[O-] methoxymethanesulfonate